thia-1,8-diazaspiro[5.5]undecane-8-carboxamide N1SCCCC12CN(CCC2)C(=O)N